nickel-indium oxide [O-2].[In+3].[Ni+2]